BrC1=CC=2CC3OCCN(C3C2C=C1)C(=O)OC(C)(C)C tert-butyl 7-bromo-2,3,9,9a-tetrahydroindeno[2,1-b][1,4]oxazine-4(4aH)-carboxylate